bicyclo[2.2.1]heptane-2,3-dicarboxylic acid disodium [Na].[Na].C12C(C(C(CC1)C2)C(=O)O)C(=O)O